3-fluoro-2-methyl-2-(triazol-2-yl)propanoic acid FCC(C(=O)O)(N1N=CC=N1)C